2-butynyl (4-methoxy)phenyl ether COC1=CC=C(C=C1)OCC#CC